C(C1=CC=CC=C1)[C@H]1N(CCN(C1)S(=O)(=O)C)C1=CC=C2C(=N1)N(N=C2C=2C(=C(C(=C(C2)C(F)(F)F)F)O)F)C (R)-3-(6-(2-Benzyl-4-(methylsulfonyl)piperazin-1-yl)-1-methyl-1H-pyrazolo[3,4-b]pyridin-3-yl)-2,6-difluoro-5-(trifluoromethyl)phenol